2-(1-hydroxyethyl)pyrimidin-4-yl-acetamide OC(C)C1=NC=CC(=N1)CC(=O)N